(1R,4R)-5-((R)-8-((4-(difluoromethoxy)phenyl)sulfonyl)-8-azaspiro[4.5]decan-2-yl)-2-oxa-5-azabicyclo[2.2.1]heptane FC(OC1=CC=C(C=C1)S(=O)(=O)N1CCC2(CC[C@H](C2)N2[C@H]3CO[C@@H](C2)C3)CC1)F